N-((8-((10-((2-(2,6-dioxopiperidin-3-yl)-1,3-dioxoisoindolin-4-yl)amino)-decyl)oxy)-5-meth-ylquinolin-7-yl)-(pyridin-3-yl)meth-yl)butyramide O=C1NC(CCC1N1C(C2=CC=CC(=C2C1=O)NCCCCCCCCCCOC=1C(=CC(=C2C=CC=NC12)C)C(NC(CCC)=O)C=1C=NC=CC1)=O)=O